NC1=CC(=NC=C1C(=O)N1CCC=2N(N=C3CCN(C[C@H]1C23)C(C=C)=O)C2=C(C=C(C=C2)C2CCC2)Cl)C(F)(F)F |o1:20| (R or S)-1-(5-(4-amino-6-(trifluoromethyl)nicotinoyl)-2-(2-chloro-4-cyclobutylphenyl)-2,3,4,5,5a,6,8,9-octahydro-7H-1,2,5,7-tetraazabenzo[cd]azulen-7-yl)prop-2-en-1-one